dilithioterephthalic acid [Li]C=1C(=C(C(=O)O)C=CC1C(=O)O)[Li]